NC=1C=CC=C2CC[C@H](CC12)O (R)-8-amino-1,2,3,4-tetrahydronaphthalen-2-ol